CC1=C(C(=CC(=C1)C)C)N1C(N(CC1)C1=C(C=C(C=C1C)C)C)=[Ru](C1=NC=CC=C1)(=C1C=C(C2=CC=CC=C12)C1=CC=CC=C1)(Cl)Cl [1,3-Bis(2,4,6-trimethylphenyl)-2-imidazolidinyliden]-dichloro-(3-phenyl-1H-inden-1-yliden)(pyridyl)ruthenium